C(C)(C)(C)C1=NOC(=N1)C(=O)N[C@H]1C2=C(CN(CC1)CC(F)(F)F)C=C(C=C2)C2=NC=NC(=N2)NC2=NN(C=C2)C (R)-3-(tert-butyl)-N-(8-(4-((1-methyl-1H-pyrazol-3-yl)amino)-1,3,5-triazin-2-yl)-2-(2,2,2-trifluoroethyl)-2,3,4,5-tetrahydro-1H-benzo[c]azepin-5-yl)-1,2,4-oxadiazole-5-carboxamide